N-[3-[2-(difluoromethoxy)-5-[3-(3-hydroxyazetidin-3-yl)-5-methyl-phenoxy]phenyl]-1-methyl-pyrazol-4-yl]pyrazolo[1,5-a]pyrimidine-3-carboxamide FC(OC1=C(C=C(C=C1)OC1=CC(=CC(=C1)C)C1(CNC1)O)C1=NN(C=C1NC(=O)C=1C=NN2C1N=CC=C2)C)F